N-[5-(3-chloro-4-fluorophenoxy)pyridin-2-yl]-1-methyl-6-oxo-1,6-dihydropyridine-3-carboxamide ClC=1C=C(OC=2C=CC(=NC2)NC(=O)C2=CN(C(C=C2)=O)C)C=CC1F